ClC1=C(C=CC(=C1NC=1C(=C2C(N(C=NC2=CC1)C)=O)C)F)NS(=O)(=O)N1C[C@H]([C@@H](C1)OC)F (trans)-N-(2-chloro-3-((3,5-dimethyl-4-oxo-3,4-dihydroquinazolin-6-yl)amino)-4-fluorophenyl)-3-fluoro-4-methoxypyrrolidine-1-sulfonamide